COC=1C=C(C=CC1)C(C(C(=O)O)C)CC racemic-3-(3-methoxy-phenyl)-2-methylpentanoic acid